(E)-3-(4-({[(tert-butoxy)carbonyl](1-(4-(4-cyano-3-fluorophenyl)-3-(cyanomethyl)-5-(3-hydroxy-4-methoxyphenyl)pyridin-2-yl)piperidin-4-yl)amino}methyl)phenyl)prop-2-enoic acid C(C)(C)(C)OC(=O)N(C1CCN(CC1)C1=NC=C(C(=C1CC#N)C1=CC(=C(C=C1)C#N)F)C1=CC(=C(C=C1)OC)O)CC1=CC=C(C=C1)/C=C/C(=O)O